C(C1=CC=CC=C1)N1CC2(CN(C2)C(=O)[C@@H]2C(C2)(C)C)[C@@H](C1)C(=O)[O-] (S)-6-Benzyl-2-((S)-2,2-dimethylcyclopropane-1-carbonyl)-2,6-diazaspiro[3.4]octane-8-carboxylate